oxazol-5-ylmethyl (S)-(4-(1-(3,3-difluorocyclobutane-1-carboxamido)eth-yl)phenyl)carbamate FC1(CC(C1)C(=O)N[C@@H](C)C1=CC=C(C=C1)NC(OCC1=CN=CO1)=O)F